1-N-morpholino-6-oxo-4-(p-toluenesulfonyloxy)pyridine-3-carboxylic acid methyl ester COC(=O)C1=CN(C(C=C1OS(=O)(=O)C1=CC=C(C)C=C1)=O)N1CCOCC1